3,6-dihydroxy-benzonorbornane OC1C2C3=C(C1CC2)C=C(C=C3)O